BrCC1=NC2=NC(=CC=C2C=C1)Cl 2-(bromomethyl)-7-chloro-1,8-naphthyridine